N1(CCCC1)CCCCC(=O)OC(CCC\C=C/CCCCC)C(CCC\C=C/CCCCC)CCC\C=C/CCCCC (6Z,16Z)-12-((Z)-dec-4-en-1-yl)docosa-6,16-dien-11-yl 5-(pyrrolidin-1-yl)-pentanoate